ClC=1C(=C(CNC(CN(C(CN2N=C(C3=CC=CC=C23)C(=O)N)=O)[C@@H](CO)C)=O)C=C(C1)N1CCOCC1)F (R)-1-(2-((2-((3-chloro-2-fluoro-5-morpholinobenzyl)amino)-2-oxoethyl)(1-hydroxypropan-2-yl)amino)-2-oxoethyl)-1H-indazole-3-carboxamide